3-(4-((2-(4-acetylphenyl)pyrimidin-4-yl)amino)-1-oxoisoindolin-2-yl)piperidine-2,6-dione C(C)(=O)C1=CC=C(C=C1)C1=NC=CC(=N1)NC1=C2CN(C(C2=CC=C1)=O)C1C(NC(CC1)=O)=O